OC(COC1=CC(=C(C=C1)C1=NC(=NC(=N1)C1=C(C=C(C=C1)C)C)C1=C(C=C(C=C1)C)C)O)COCCCCCCCCCCCCC 2-(4-((2-hydroxy-3-tridecyloxypropyl)oxy)-2-hydroxyphenyl)-4,6-bis(2,4-dimethylphenyl)-1,3,5-triazine